FC=1C=CC(=NC1)CC1CC2(CN(C2)C(=O)N2CC3(C2)NC(OC3)=O)C1 2-[6-[(5-fluoro-2-pyridyl)methyl]-2-azaspiro[3.3]heptane-2-carbonyl]-7-oxa-2,5-diazaspiro[3.4]octan-6-one